CC1(CC(=NO1)Cl)C 5,5-dimethyl-3-chloro-4,5-dihydro-isoxazole